C(=O)(O)C1C(C2C=CC1C2)C(=O)OC=2C1=CC=CC=C1C(=C1C=CC=CC21)OC(=O)C2C(C1C=CC2C1)C(=O)O 9,10-bis[2-carboxy(3,6-methano-4-cyclohexenyl)]carbonyloxyanthracene